tert-butyl 5-[2-(4-tert-butoxycarbonylpiperazin-1-yl)-3-chloro-6-quinolyl]-3,4-dihydro-1H-isoquinoline-2-carboxylate C(C)(C)(C)OC(=O)N1CCN(CC1)C1=NC2=CC=C(C=C2C=C1Cl)C1=C2CCN(CC2=CC=C1)C(=O)OC(C)(C)C